N-(5-tert-Butyl-4,6-dichloro-pyrimidin-2-yl)-3-(4-hydroxy-3,4-dihydro-1H-isoquinoline-2-carbonyl)benzenesulfonamide C(C)(C)(C)C=1C(=NC(=NC1Cl)NS(=O)(=O)C1=CC(=CC=C1)C(=O)N1CC2=CC=CC=C2C(C1)O)Cl